titanium tetrakismethylethylphosphine CC(C(P)(C)C)C.[Ti]